7-((4-(2-methyl-6-(methylcarbamoyl)pyridin-3-yl)piperazin-1-yl)methyl)-3-fluoro-2-methylpyrazolo[1,5-a]quinoxalin-4(5H)-one CC1=NC(=CC=C1N1CCN(CC1)CC=1C=C2NC(C=3N(C2=CC1)N=C(C3F)C)=O)C(NC)=O